C(C1=CC=C(C(=O)OCCO)C=C1)(=O)OCCCCCC hexyl (2-hydroxyethyl) terephthalate